Cl.COC(C1=C(C=CC=C1)Cl)=O 2-chlorobenzoic acid methyl ester hydrochloride